9-hydroxy-6-isopropyl-2-oxo-10-(thiazol-2-yl)-6,7-dihydro-2H-pyrido[2,1-a]Isoquinoline-3-carboxylic acid OC=1C=C2CC(N3C(C2=CC1C=1SC=CN1)=CC(C(=C3)C(=O)O)=O)C(C)C